4-(((Z)-5-((Z)-5-chloro-2-oxoindolin-3-ylidene)-3-ethyl-4-oxothiazolidin-2-ylidene)amino)benzenesulfonamide ClC=1C=C2/C(/C(NC2=CC1)=O)=C/1\C(N(/C(/S1)=N/C1=CC=C(C=C1)S(=O)(=O)N)CC)=O